2-(2-aminophenyl)pyrrolidine NC1=C(C=CC=C1)C1NCCC1